ammonium Iodoacetate ICC(=O)[O-].[NH4+]